3-hydroxy-5-methylpyrrolidine-1-carboxylic acid tert-butyl ester C(C)(C)(C)OC(=O)N1CC(CC1C)O